tert-butyl ((1R,3S)-3-((2-nitrophenyl)amino)cyclohexyl)carbamate [N+](=O)([O-])C1=C(C=CC=C1)N[C@@H]1C[C@@H](CCC1)NC(OC(C)(C)C)=O